OCCNC1=C(C)C=C(C=C1)N 2-β-hydroxyethylamino-5-aminotoluene